(2R,3S)-3-(methanesulfonylmethyl)-2-methylazetidine trifluoroacetic acid salt FC(C(=O)O)(F)F.CS(=O)(=O)C[C@@H]1[C@H](NC1)C